C(#N)C(CN1C(C2=CC=CC(=C2C1)C=1C=C(C(=O)OC(C)(C)C)C=CC1)=O)=C tert-butyl 3-[2-(2-cyano-2-methylideneethyl)-1-oxo-2,3-dihydro-1H-isoindol-4-yl]benzoate